ethyl 4-((3-((8-bromoquinazolin-2-yl)amino)phenyl)carbamoyl)benzoate BrC=1C=CC=C2C=NC(=NC12)NC=1C=C(C=CC1)NC(=O)C1=CC=C(C(=O)OCC)C=C1